[BH4-].[BH4-].[CH-]1C=CC=C1.[CH-]1C=CC=C1.[Zr+2] zirconocene diborohydride